4-(1-((methoxy-d3)methyl)-3,8-diazabicyclo[3.2.1]oct-3-yl)-2-(methylsulfanyl)pyrido[4,3-d]pyrimidine C(OCC12CN(CC(CC1)N2)C=2C1=C(N=C(N2)SC)C=CN=C1)([2H])([2H])[2H]